5-Bromo-4-chloro-N,N-bis[(4-methoxyphenyl)methyl]pyridin-2-amine BrC=1C(=CC(=NC1)N(CC1=CC=C(C=C1)OC)CC1=CC=C(C=C1)OC)Cl